ClC1=C(C=CC=C1C)C=1CCCC2=C(C1C1=CC=C(C=C1)CC1CN(C1)CCC(F)F)C=CC=C2 8-(2-Chloro-3-methylphenyl)-9-(4-((1-(3,3-difluoropropyl)azetidin-3-yl)methyl)phenyl)-6,7-dihydro-5H-benzo[7]annulen